O1C(=CC=C1)C1=NC=NC(=C1)N1N=NC2=C1C=C(C=C2)OCCC2CCNCC2 4-(furan-2-yl)-6-{6-[2-(piperidin-4-yl)ethoxy]-1,2,3-benzotriazol-1-yl}pyrimidine